COC1=C(CNS(=O)(=O)C2=C(C=CC(=C2)[N+](=O)[O-])C=2OC(=NN2)C)C=CC(=C1)OC N-(2,4-dimethoxybenzyl)-2-(5-methyl-1,3,4-oxadiazol-2-yl)-5-nitrobenzenesulfonamide